CN1CCC(CC1)CCN1CCN(CC1)C(=O)OCC1=CC=CC=C1 benzyl 4-[2-(1-methylpiperidin-4-yl)ethyl]piperazine-1-carboxylate